4-((t-butoxycarbonyl)oxy)benzyl 4-methylbenzenesulfonate CC1=CC=C(C=C1)S(=O)(=O)OCC1=CC=C(C=C1)OC(=O)OC(C)(C)C